N-(2-((5-cyano-4-((2-isopropoxyphenyl)amino)pyrimidin-2-yl)amino)-5-(4-(4-methyl-2-oxopiperazin-1-yl)piperidin-1-yl)phenyl)acrylamide C(#N)C=1C(=NC(=NC1)NC1=C(C=C(C=C1)N1CCC(CC1)N1C(CN(CC1)C)=O)NC(C=C)=O)NC1=C(C=CC=C1)OC(C)C